18-hydroxyoleic acid OCCCCCCCC\C=C/CCCCCCCC(=O)O